4-(6-amino-6'-oxo-1',6'-dihydro-[3,3'-bipyridin]-5-yl)-N,N-dimethylbenzamide NC1=C(C=C(C=N1)C1=CNC(C=C1)=O)C1=CC=C(C(=O)N(C)C)C=C1